ethyl 7-oxo-2-(4-phenoxyphenyl)-4,5,6,7-tetrahydro-2H-pyrazolo[4,3-b]pyridine-3-carboxylate O=C1C=2C(NCC1)=C(N(N2)C2=CC=C(C=C2)OC2=CC=CC=C2)C(=O)OCC